butyryl chloride butyl-triphenyl-borate C(CCC)[B-](C1=CC=CC=C1)(C1=CC=CC=C1)C1=CC=CC=C1.C(CCC)(=O)Cl